5-oxo-1-fluoro-tetrazol O=C1N=NNN1F